COC(=O)C1(CC2=C(C(=CC(=C2C1)C)CCCSC1=CC=CC=C1)C)C(=O)OC 4,7-dimethyl-6-(3-(phenylsulfanyl)propyl)-1,3-dihydro-2H-indene-2,2-dicarboxylic acid dimethyl ester